N-(4-(5-(difluoromethyl)-1,3,4-oxadiazol-2-yl)-2-fluorobenzyl)methanesulfonamide FC(C1=NN=C(O1)C1=CC(=C(CNS(=O)(=O)C)C=C1)F)F